CC1=CC=C(C=C1)S(=O)(=O)OCCOCC#C 2-(prop-2-yn-1-yloxy)ethyl 4-methylbenzenesulfonate